C(=CCCCCCC)N(CC(=O)O)C=CCCCCCC bis-octenyl-glycine